C1=CC=C2C=3C(CC4N(C13)CCN(C4)CCCCOC=4C=CC1=C(N=C(O1)C)C4)=CN2 5-(4-(4,6,6a,7,9,10-hexahydro-8H-pyrazino[1,2-a]pyrrolo[4,3,2-de]quinolin-8-yl)butoxy)-2-methylbenzo[d]oxazole